(R)-1'-(4-Benzyl-1H-imidazole-2-carbonyl)-6-chloro-5-fluorospiro[benzo[d][1,3]oxazine-4,3'-piperidin]-2(1H)-one C(C1=CC=CC=C1)C=1N=C(NC1)C(=O)N1C[C@@]2(CCC1)C1=C(NC(O2)=O)C=CC(=C1F)Cl